(S)-2,4,6-Trimethyl-N-((E)-(5-(((S)-2-oxo-4-(trifluoromethyl)imidazolidin-1-yl)methyl)-1-((2-(trimethylsilyl)ethoxy)methyl)-1H-benzo[d]imidazol-2-yl)methylene)benzenesulfinamide CC1=C(C(=CC(=C1)C)C)[S@](=O)/N=C/C1=NC2=C(N1COCC[Si](C)(C)C)C=CC(=C2)CN2C(N[C@@H](C2)C(F)(F)F)=O